2-cyano-D-phenylalanine C(#N)C1=C(C[C@@H](N)C(=O)O)C=CC=C1